CN(C(\C=C\CN[C@H]1CN(CC1)C1=NC=C(C=C1)\C(=C(\CC(F)(F)F)/C1=CC=CC=C1)\C=1C=C2C(=NN(C2=CC1)C1OCCCC1)F)=O)C (E)-N,N-Dimethyl-4-(((3R)-1-(5-((Z)-4,4,4-trifluoro-1-(3-fluoro-1-(tetrahydro-2H-pyran-2-yl)-1H-indazol-5-yl)-2-phenylbut-1-en-1-yl)pyridin-2-yl)pyrrolidin-3-yl)amino)but-2-enamide